C(C)C=1C=CC(=C(C1)O)N 5-ethyl-2-aminophenol